(3S,4S)-4-azidooxolan-3-yl 2-phenylacetate C1(=CC=CC=C1)CC(=O)O[C@@H]1COC[C@@H]1N=[N+]=[N-]